tert-Butyl (5S)-5-[[4-[4-[4-(difluoromethylsulfonylamino)-3-fluoro-2-methyl-phenoxy]-2-methyl-thiazol-5-yl]pyrimidin-2-yl]amino]-3,3-difluoro-piperidine-1-carboxylate FC(S(=O)(=O)NC1=C(C(=C(OC=2N=C(SC2C2=NC(=NC=C2)N[C@H]2CC(CN(C2)C(=O)OC(C)(C)C)(F)F)C)C=C1)C)F)F